BrC1=C2C=CC=CC2=C(C2=CC=CC=C12)C1=CC=C(N(C2=CC=CC=C2)C2=CC=CC=C2)C=C1 4-(10-bromoanthracen-9-yl)-N,N-diphenylaniline